tert-butyl 9-bromo-7-fluoro-3,4-dihydrobenzo[c][2,6]naphthyridine-2(1H)-carboxylate BrC1=CC2=C(N=CC=3CCN(CC23)C(=O)OC(C)(C)C)C(=C1)F